(E)-N-((1s,2s)-2-ethoxy-2,3-dihydro-1H-inden-1-yl)-3-(3-methyl-1H-indazol-6-yl)acrylamide methyl-5-bromo-2-(4-fluorophenyl)benzofuran-3-carboxylate COC(=O)C1=C(OC2=C1C=C(C=C2)Br)C2=CC=C(C=C2)F.C(C)O[C@@H]2[C@H](C1=CC=CC=C1C2)NC(\C=C\C2=CC=C1C(=NNC1=C2)C)=O